ClC=1C=CC(=C(C1)C1N(CCOC1)C(=O)OC(C)(C)C)CN1C(NC(C=2NC=NC12)=O)=S tert-Butyl 3-(5-chloro-2-((6-oxo-2-thioxo-1,2,6,7-tetrahydro-3h-purin-3-yl)methyl)phenyl)morpholine-4-carboxylate